(1H-benzotriazol-1-yloxy)(dimethylamino)-N,N-dimethylmethyleneammonium hexafluorophosphate F[P-](F)(F)(F)(F)F.N1(N=NC2=C1C=CC=C2)OCC(=[N+]=CC)N(C)C